OC=1C=C2CCC(N(C2=NC1)CC(C)(C)O)=O 6-hydroxy-1-(2-hydroxy-2-methylpropyl)-1,2,3,4-tetrahydro-1,8-naphthyridin-2-one